BrC1=CC(=NC=C1)NC(CN1CCN(CC1)C)=O N-(4-bromopyridin-2-yl)-2-(4-methylpiperazin-1-yl)acetamide